FC=1C(=NC=NC1N(C(C)C1=CC=CC2=CC=CC=C12)C)NCC1=CC=C(C=C1)CC(=O)N 2-[4-[[[5-fluoro-6-[methyl-[1-(1-naphthyl)ethyl]amino]pyrimidin-4-yl]amino]methyl]phenyl]acetamide